1H-pyrazole-5-carboxylic acid N1N=CC=C1C(=O)O